1-cyclopropyl-3-phenylpropane-1,3-dione C1(CC1)C(CC(=O)C1=CC=CC=C1)=O